6-ethyl-3-((4-(4-(4-(7-(hydroxyamino)-7-oxoheptyl)piperazin-1-yl)-piperidin-1-yl)-3-methoxyphenyl)amino)-5-((tetrahydro-2H-pyran-4-yl)amino)pyrazine-2-carboxamide C(C)C1=C(N=C(C(=N1)C(=O)N)NC1=CC(=C(C=C1)N1CCC(CC1)N1CCN(CC1)CCCCCCC(=O)NO)OC)NC1CCOCC1